tetra-vinyl-cyclotetrasilazanen C(=C)[Si]1(N([Si](=N[SiH2]N[SiH2]N1)C=C)C=C)C=C